CC(C)(CC1=C(C2=CC=CC=C2C(=O)C1=O)O)COC(=O)C3=CC4=C(C=C3)OCO4 The molecule is a carboxylic ester obtained by the formal condensation of 2-hydroxy-3-(3-hydroxy-2,2-dimethylpropyl)naphthalene-1,4-dione with 1,3-benzodioxole-5-carboxylic acid. Isolated from Rhinacanthus nasutus, it exhibits antiviral activity. It has a role as a metabolite, an antiviral agent and an anti-allergic agent. It is a carboxylic ester, a member of benzodioxoles, an enol and a hydroxy-1,4-naphthoquinone.